The molecule is an N-sulfonylcarboxamide that is (Z)-11-methyldodec-2-enamide in which one of the hydrogens attached to the nitrogen is replaced by a methanesulfonyl (mesyl) group. It derives from a methanesulfonic acid. CC(C)CCCCCCC/C=C\\C(=O)NS(=O)(=O)C